2-(3-(2-methoxybenzo[4,5]imidazo[1,2-a]pyridin-7-yl)-2,5-dimethyl-1H-pyrrol-1-yl)-5-methylthiophene-3-carbonitrile COC=1C=CC=2N(C1)C1=C(N2)C=C(C=C1)C1=C(N(C(=C1)C)C=1SC(=CC1C#N)C)C